BrC1=C(C(=C(C(=O)O)C=C1C(F)(F)F)NC(C)=O)F 4-Bromo-2-acetamido-3-fluoro-5-(trifluoromethyl)benzoic acid